ClC1=C2C(N(C=NC2=CC=C1OC1=C(C(=CC=C1F)F)C#N)[C@@H]1COC2(C1)CCN(CC2)C(=O)OC(C)(C)C)=O tert-butyl (3S)-3-[5-chloro-6-(2-cyano-3,6-difluoro-phenoxy)-4-oxo-quinazolin-3-yl]-1-oxa-8-azaspiro[4.5]decane-8-carboxylate